(2S)-N-[cis-2-({[1-(5-fluoropyrimidin-2-yl)piperidin-4-yl]oxy}methyl)piperidin-3-yl]oxolane-2-carboxamide FC=1C=NC(=NC1)N1CCC(CC1)OC[C@@H]1NCCC[C@@H]1NC(=O)[C@H]1OCCC1